C(#C)C1=CC(=C(C(=N1)C)C1=C(C2=C(N=CN=C2C)N1C)C1=CC(=C(C=C1)OC1=NC=CC(=N1)C)F)C 6-(6-ethynyl-2,4-dimethylpyridin-3-yl)-5-(3-fluoro-4-((4-methylpyrimidin-2-yl)oxy)phenyl)-4,7-dimethyl-7H-pyrrolo[2,3-d]pyrimidine